N1=CN=CC2=C1CCN(C2)C(=O)[C@@H]2CC21CCN(CC1)C(=O)OC(C(F)(F)F)C(F)(F)F |r| 1,1,1,3,3,3-hexafluoropropan-2-yl (±)-1-(5,6,7,8-tetrahydropyrido[4,3-d]pyrimidine-6-carbonyl)-6-azaspiro[2.5]octane-6-carboxylate